4-(5-((5-cyano-4-(4-fluorophenyl)thiazol-2-yl)(ethyl)amino)-6-ethylimidazo[2,1-b]Thiazol-2-yl)piperidine-1-carboxylate C(#N)C1=C(N=C(S1)N(C1=C(N=C2SC(=CN21)C2CCN(CC2)C(=O)[O-])CC)CC)C2=CC=C(C=C2)F